OC(CCCOC=1C(=C(C=CC1)O)N=NC1=C(C=CC=C1)O)CC 4-hydroxyhexyloxyazophenol